(R)-1-(4-(2,3-Dimethylphenyl)piperazin-1-yl)-2-(3-(4-(2-hydroxyacetyl)-2-methylpiperazin-1-carbonyl)-5,6-dihydrocyclopenta[c]pyrazol-1(4H)-yl)ethanon CC1=C(C=CC=C1C)N1CCN(CC1)C(CN1N=C(C2=C1CCC2)C(=O)N2[C@@H](CN(CC2)C(CO)=O)C)=O